NC1=NC=CC2=CC(=CC=C12)CNC(C1=C(N=CC(=C1)Cl)N(C1CCOCC1)C)=O N-((1-aminoisoquinolin-6-yl)methyl)-5-chloro-2-{methyl(tetrahydro-2H-pyran-4-yl)amino}nicotinamide